Arachidyl Tricosylate C(CCCCCCCCCCCCCCCCCCCCCC)(=O)OCCCCCCCCCCCCCCCCCCCC